1-nitro-4-(phenylethynyl)benzene [N+](=O)([O-])C1=CC=C(C=C1)C#CC1=CC=CC=C1